(s)-9-(1-Hydroxyethyl)-7-methyl-2-morpholino-4H-pyrido[1,2-a]pyrimidin-4-one O[C@@H](C)C1=CC(=CN2C1=NC(=CC2=O)N2CCOCC2)C